5-hydroxyindole-3-aldehyde OC=1C=C2C(=CNC2=CC1)C=O